CS(=O)(=O)[O-].CS(=O)(=O)[O-].[Pd+2] palladium(II) methanesulfonate methanesulfonate